1-methyl-N-((1-(phenylsulfonyl)-6-(thiazol-4-ylmethoxy)-5-vinyl-1H-indol-2-yl)methyl)cyclopropane-1-carboxamide CC1(CC1)C(=O)NCC=1N(C2=CC(=C(C=C2C1)C=C)OCC=1N=CSC1)S(=O)(=O)C1=CC=CC=C1